OC=1C(=NC=C(C1C)C=1C=C2CCC(NC2=CC1)C)C(=O)O 3-hydroxy-4-methyl-5-(2-methyl-1,2,3,4-tetrahydroquinolin-6-yl)picolinic acid